Methyl (2S)-1-{[3-amino-4-(tert-butoxycarbonylamino)-2-fluorophenyl]methyl}-pyrrolidine-2-carboxylate NC=1C(=C(C=CC1NC(=O)OC(C)(C)C)CN1[C@@H](CCC1)C(=O)OC)F